NC=1C(=NC(=CC1C(F)(F)F)Cl)C(=O)N 3-amino-6-chloro-4-(trifluoromethyl)pyridineamide